S(C1=CC(=C(C(=C1)C(C)(C)C)O)C)C1=CC(=C(C(=C1)C(C)(C)C)O)C 4,4'-thiobis-(6-tert-butyl-2-methylphenol)